5-chloro-3-((1S,2R,3S,4R,5R)-3,4-dihydroxybicyclo[3.1.0]hexan-2-yl)-7-(ethylamino)-3H-imidazo[4,5-b]pyridine-6-carbonitrile ClC1=C(C(=C2C(=N1)N(C=N2)[C@@H]2[C@H]1C[C@H]1[C@H]([C@H]2O)O)NCC)C#N